C1=C(C=CC2=CC=CC=C12)C1=CC=C2CCC(N(C2=C1)CCN1CCCCC1)=O 7-(naphthalen-2-yl)-1-(2-(piperidin-1-yl)ethyl)-3,4-dihydroquinolin-2(1H)-one